6-acetylbenzo[d]thiazol-2-amine C(C)(=O)C1=CC2=C(N=C(S2)N)C=C1